C(CCC)C1(C=CC=C1)[Hf]C1(C=CC=C1)CCCC bis(n-butyl-cyclopentadienyl)hafnium